[N+](=O)([O-])C1=CC(=C(C=C1)C(C#N)C)C(F)(F)F 2-(4-nitro-2-trifluoromethyl-phenyl)propionitrile